6-(((cis)-3-hydroxy-3-methylcyclobutyl)amino)-4-methylpyridazine OC1(CC(C1)NC1=CC(=CN=N1)C)C